1-[(2R,6R)-2,6-dimethyl-4-{4-[(3-methyl-4-{[1,2,4]triazolo[1,5-a]pyridin-7-yloxy}phenyl)amino]pyrido[3,2-d]pyrimidin-6-yl}piperazin-1-yl]prop-2-en-1-one C[C@H]1N([C@@H](CN(C1)C=1C=CC=2N=CN=C(C2N1)NC1=CC(=C(C=C1)OC1=CC=2N(C=C1)N=CN2)C)C)C(C=C)=O